Cl.C(CCCC)N1CC(NCC1)CC(=O)O 2-[4-pentylpiperazin-2-yl]acetic acid hydrochloride salt